monoacetylacetate C(C)(=O)OC(C)=O